C(C)(C)(CC)[O-].[Na+] sodium tert-amyl alcoholate